CC=1C=C2C=C(C(NC2=CC1C)=O)CN(C(=O)NC1=CC=C(C=C1)OCC(F)(F)F)CCO 1-((6,7-dimethyl-2-oxo-1,2-dihydroquinolin-3-yl)methyl)-1-(2-hydroxyethyl)-3-(4-(2,2,2-trifluoroethoxy)phenyl)urea